tert-butyl (2R,5S)-4-(5-chloro-2-methyl-3-(((S)-tetrahydrofuran-2-yl)methyl)-3H-imidazo[4,5-b]pyridin-7-yl)-2,5-dimethylpiperazine-1-carboxylate ClC1=CC(=C2C(=N1)N(C(=N2)C)C[C@H]2OCCC2)N2C[C@H](N(C[C@@H]2C)C(=O)OC(C)(C)C)C